C(#N)C1=NN(C(=C1)C)C1=C(C=CC(=N1)N1C=NC2=C1C=CC(=C2)NC=2N=NC(=CC2C(=O)O)C)OC(F)F [1-[6-(3-cyano-5-methyl-pyrazol-1-yl)-5-(difluoromethoxy)-2-pyridyl]benzimidazol-5-yl-amino]-6-methyl-pyridazine-4-carboxylic acid